4-(ISOPROPYLSULFONYLPHENYL)BORONIC ACID B(C1=CC=C(C=C1)S(=O)(=O)C(C)C)(O)O